tert-Butyl 2-{[3-(2,6-dioxopiperidin-3-yl)-2-methylquinolin-7-yl]formamido}acetate O=C1NC(CCC1C=1C(=NC2=CC(=CC=C2C1)C(=O)NCC(=O)OC(C)(C)C)C)=O